tert-butyl 4-((trimethylsilyl) oxy)-3,6-dihydropyridine-1(2H)-carboxylate C[Si](OC=1CCN(CC1)C(=O)OC(C)(C)C)(C)C